C1(CC1)C=1C2=C(C(N3C1SC(CC3C(=O)O)C3=C(C=CC=C3)[N+](=O)[O-])=O)N=C(N=C2)C2=CC=C(C=C2)[N+](=O)[O-] 5-cyclopropyl-7-(2-nitrophenyl)-2-(4-nitrophenyl)-11-oxo-7,8,9,11-tetrahydropyrimido[5',4':4,5]pyrido[2,1-b][1,3]thiazine-9-carboxylic acid